C(C)(C)OC(=O)N1[C@H](CN(CC1)CC1=C(C(=CC(=C1)C)NC=1OC(=NN1)[C@@H]1CNC(O1)=O)C)C (2S)-4-[[2,5-dimethyl-3-[[5-[(5S)-2-oxooxazolidin-5-yl]-1,3,4-oxadiazol-2-yl]amino]phenyl]methyl]-2-methyl-piperazine-1-carboxylic acid isopropyl ester